(tert-butyl 1-(2-(3-(cyclopropylmethoxy)-4-(difluoromethoxy) phenyl)-4-((6-((4-fluorophenyl) (methyl) carbamoyl) pyridin-carboxamido) methyl) oxazol-5-yl) ethyl) carbamate C(N)(OC(CC(C)(C)C)C1=C(N=C(O1)C1=CC(=C(C=C1)OC(F)F)OCC1CC1)CNC(=O)C1=NC(=CC=C1)C(N(C)C1=CC=C(C=C1)F)=O)=O